(S)-2,2-difluoro-1-(2-fluoro-4-(trifluoromethyl)phenyl)-N-methylethan-1-amine hydrochloride Cl.FC([C@@H](NC)C1=C(C=C(C=C1)C(F)(F)F)F)F